2-[2,2-bis[(9Z,12Z)-octadeca-9,12-dienyl]-1,3-dioxolan-4-yl]-N,N-dimethylethanamine C(CCCCCCC\C=C/C\C=C/CCCCC)C1(OCC(O1)CCN(C)C)CCCCCCCC\C=C/C\C=C/CCCCC